(6-bromo-2,3-dihydrobenzofuran-3-yl)-N,2-dimethylpropane-2-sulfinamide BrC1=CC2=C(C(CO2)CC(C)(S(=O)NC)C)C=C1